[Cu](F)F copper (ii) fluoride